2'-Deoxy-5-methoxycarbonyluridin COC(=O)C=1C(NC(N([C@H]2C[C@H](O)[C@@H](CO)O2)C1)=O)=O